BrC1=CC(=CN1S(=O)(=O)C1=CC(=CC=C1)OCCCCOC)CNC 1-(5-bromo-1-((3-(4-methoxybutoxy)phenyl)sulfonyl)-1H-pyrrol-3-yl)-N-methylmethylamine